ClC=1C=CC2=C(CN(C[C@H](O2)CC)C(=O)OC(C)(C)C)N1 (R)-tert-Butyl 7-chloro-2-ethyl-2,3-dihydropyrido[2,3-f][1,4]oxazepine-4(5H)-carboxylate